3-glycidoxypropyl-dimethyl-monomethoxysilane C(C1CO1)OCCC[Si](OC)(C)C